N(=C=O)CCCC1(CC1)C(F)(F)F 1-(3-isocyanatopropyl)-1-(trifluoromethyl)cyclopropane